ClC1=NC(=CC(=C1)C(C1CCC(CC1)C(=O)N)(F)F)N1CCN(CC1)S(=O)(=O)C1=CC=C(C=C1)N1C(C[C@H](C1)N)=O 4-[[2-chloro-6-[4-[4-[(4R)-4-amino-2-oxo-pyrrolidin-1-yl]phenyl]sulfonylpiperazin-1-yl]-4-pyridyl]-difluoro-methyl]cyclohexanecarboxamide